1-(5-(1-benzyl-1H-pyrazol-4-yl)-1-methyl-2-oxo-1,2-dihydropyridin-4-yl)-N,N-dimethyl-1H-pyrrole-3-carboxamide C(C1=CC=CC=C1)N1N=CC(=C1)C=1C(=CC(N(C1)C)=O)N1C=C(C=C1)C(=O)N(C)C